O=C1N(CCC1)C1=CC=C(C=C1)CC(=O)NC1=C(SC=C1)C(=O)N 3-(2-(4-(2-oxopyrrolidin-1-yl)phenyl)-acetamido)thiophene-2-carboxamide